FC=1C=C(C=CC1F)C1=NNC=C1C=1N=C2C=C(C=NC2=CC1)NCCN1C(CCC1)(C)C 6-[3-(3,4-difluorophenyl)-1H-pyrazol-4-yl]-N-[2-(2,2-dimethylpyrrolidin-1-yl)ethyl]-1,5-naphthyridin-3-amine